(S)-3-(5-oxo-3-(4,4,5,5-tetramethyl-1,3,2-dioxaborolan-2-yl)-7,8-dihydro-1,6-naphthyridin-6(5H)-yl)pyrrolidine-1-carboxylic acid tert-butyl ester C(C)(C)(C)OC(=O)N1C[C@H](CC1)N1C(C=2C=C(C=NC2CC1)B1OC(C(O1)(C)C)(C)C)=O